2-ethoxy-3-hydroxybenzaldehyde C(C)OC1=C(C=O)C=CC=C1O